C(C)NC(\C=C\C(=O)NC=1SC=CN1)=O N1-ethyl-N4-(thiazol-2-yl)fumaramide